4-(4-amino-6-(4-methacrylamido-phenyl)-7-methyl-7H-pyrrolo[2,3-d]pyrimidin-5-yl)-N-((1-cyanocyclopropyl)methyl)benzamide NC=1C2=C(N=CN1)N(C(=C2C2=CC=C(C(=O)NCC1(CC1)C#N)C=C2)C2=CC=C(C=C2)NC(C(=C)C)=O)C